1-(4-fluorophenyl)-3-(1-(trifluoromethyl)cyclopropyl)-1H-pyrazole-5-amine FC1=CC=C(C=C1)N1N=C(C=C1N)C1(CC1)C(F)(F)F